NC1=CC(=C(OC2=C3C(=NC=C2)N(N=C3N[C@H](CO)C)CC3=CC=C(C=C3)OC)C=C1)F (S)-2-((4-(4-amino-2-fluorophenoxy)-1-(4-methoxybenzyl)-1H-pyrazolo[3,4-b]pyridin-3-yl)amino)propan-1-ol